C(=O)C1=CC=C(C=C1)[C@@H]1C[C@@](CC1)(C(=O)O)CCC cis-3-(4-formylphenyl)-1-propylcyclopentane-1-carboxylic acid